(6R)-6-methoxy-N-(((R)-3-methyl-1,2,3,5,6,7-hexahydro-s-indacen-4-yl)carbamoyl)-6,7-dihydro-5H-pyrazolo[5,1-b][1,3]oxazine-3-sulfonimidamide CO[C@@H]1CN2C(OC1)=C(C=N2)S(=O)(NC(NC2=C1[C@@H](CCC1=CC=1CCCC21)C)=O)=N